FC(C1=CC=C(C=N1)C=O)(F)F 6-(trifluoromethyl)pyridine-3-carbaldehyde